1-{1-sec-butyl-7-[((R)-cyclopropyl-quinolin-3-yl-methyl)-amino]-1H-pyrazolo[4,3-d]pyrimidin-5-yl}-piperidine-4-carboxylic acid amide C(C)(CC)N1N=CC=2N=C(N=C(C21)N[C@@H](C=2C=NC1=CC=CC=C1C2)C2CC2)N2CCC(CC2)C(=O)N